N1(CCNCC1)C1=CC=C(C=C1)O 4-(1-Piperazinyl)phenol